C(C)(C)(C)OC(=O)NC=1C=C(C=CC1)C1(CC(C1)C#N)CC(=O)O 2-(1-(3-((tert-butoxycarbonyl)amino)phenyl)-3-cyanocyclobutyl)acetic acid